N1=CCN2C1=CN(C=C2)C(=O)[O-] imidazo[1,2-a]pyrazine-7-carboxylate